ClC(C)OC 1-chloroethylmethyl ether